molybdenum silicide [Si]#[Mo]